N4-(7-chloro-1-methyl-6-(pyrazolo[1,5-a]pyrazin-3-yloxy)-1H-imidazo[4,5-b]pyridin-2-yl)-N2,N2-dimethyl-6-(trifluoromethyl)pyridine-2,4-diamine ClC1=C2C(=NC=C1OC=1C=NN3C1C=NC=C3)N=C(N2C)NC2=CC(=NC(=C2)C(F)(F)F)N(C)C